COCC(N1C(N[C@@H](C1)C(F)(F)F)=O)C1=CC(=NC=C1)NC([C@H](C1CCC(CC1)C)NC(=O)C1=NOC=C1C)=O N-((S)-2-((4-(2-Methoxy-1-((S)-2-oxo-4-(trifluoromethyl)imidazolidin-1-yl)ethyl)pyridin-2-yl)amino)-1-((1r,4S)-4-methylcyclohexyl)-2-oxoethyl)-4-methylisoxazole-3-carboxamide